2-(2-fluoro-6-(oxiran-2-yl)phenyl)-2-hydroxyethyl-(methyl)carbamic acid tert-butyl ester C(C)(C)(C)OC(N(C)CC(O)C1=C(C=CC=C1C1OC1)F)=O